tert-butyl 3-bromo-2,7-dimethyl-5,7-dihydro-4H-pyrazolo[3,4-c]pyridine-6-carboxylate BrC=1N(N=C2C(N(CCC21)C(=O)OC(C)(C)C)C)C